C(C)OC1=C(C(=O)OOC(C2=C(C=CC=C2)OCC)=O)C=CC=C1 di(2-ethoxybenzoyl) peroxide